[Ti+4].C(C(C)C)(=O)O.C(C(C)C)(=O)O diisobutanoic acid titanium (IV)